methyl 2,3-dihydrobenzo[b][1,4]dioxine-5-carboxylate O1C2=C(OCC1)C(=CC=C2)C(=O)OC